(1r,3r)-3-(1-phenyl-1H-pyrazole-5-carboxamido)cyclobutan-1-aminium chloride [Cl-].C1(=CC=CC=C1)N1N=CC=C1C(=O)NC1CC(C1)[NH3+]